ClC1=C(C=C(CC(C(=O)N)(C)C)C=C1)C=1NC(C=C(N1)C1=CC(=NC=C1)OCC1CC1)=O (4-chloro-3-{4-[(2-cyclopropylmethoxy)pyridin-4-yl]-6-oxo-1,6-dihydropyrimidin-2-yl}benzyl)isobutyramide